Hexandiol diacrylat C(C=C)(=O)OC(CCCCC)OC(C=C)=O